tert-Butyl 4-(2-(tert-butylamino)-8-((3-chloro-5-(trifluoromethyl)phenyl)amino)-9H-purin-9-yl)piperidine-1-carboxylate C(C)(C)(C)NC1=NC=C2N=C(N(C2=N1)C1CCN(CC1)C(=O)OC(C)(C)C)NC1=CC(=CC(=C1)C(F)(F)F)Cl